C(CCC)(=O)N[C@H]1C(OCC2=CC=CC=C2)O[C@@H]([C@H]([C@@H]1OCC1=CC=CC=C1)OCC1=CC=CC=C1)CO 2-N-butyryl-1,3,4-tri-O-benzyl-D-glucosamine